2-((4-((4-Cyclopropylnaphthalen-1-yl) amino) thieno[3,2-d]pyrimidin-2-yl) thio)-2-methylpropionate C1(CC1)C1=CC=C(C2=CC=CC=C12)NC=1C2=C(N=C(N1)SC(C(=O)[O-])(C)C)C=CS2